OC(CCCCCCCC(=O)OC1[C@H]2CCC[C@@H](C1)C2)CCCCCCCC(=O)OCCC(CCCCC)CCCCC 1-((1R,5S)-bicyclo[3.2.1]octan-6-yl) 17-(3-pentyloctyl) 9-hydroxyheptadecanedioate